C[C@H]1[C@@H](CC[C@@]2(CC[C@]3([C@@]4(CC[C@@H]5[C@](CC=6C=NC=NC6C5(C)C)([C@H]4CC=C3[C@H]12)C)C)C)C(=O)O)C (1S,2R,4aS,6aS,6bR,8aR,14aR,14bR,16bS)-1,2,6a,6b,9,9,14a-heptamethyl-1,2,3,4,4a,5,6,6a,6b,7,8,8a,9,14,14a,14b,15,16b-octadecahydrochryseno[1,2-g]quinazoline-4a-carboxylic acid